C(C)(C)NC(C1=C(C=C(C=C1OC)N1C=NC2=C1C=CC(=C2)C=2C=NN(C2)C)OC)=O N-isopropyl-2,6-dimethoxy-4-[5-(1-methylpyrazol-4-yl)benzimidazol-1-yl]benzamide